6-Amino-3-((1R,2S)-4'-chloro-2-ethyl-1',2'-dihydrospiro[cyclopropane-1,3'-pyrrolo[2,3-b]pyridin]-5'-yl)-2-fluoro-N,N-dimethylbenzamide NC1=CC=C(C(=C1C(=O)N(C)C)F)C=1C(=C2C(=NC1)NC[C@]21[C@H](C1)CC)Cl